5-Amino-3-[2-[4-(2,4-difluorophenyl)piperazin-1-yl]ethyl]-1-ethyl-8-(2-furyl)[1,2,4]triazolo[5,1-f]purin-2-one NN1C=NC(=C2N3C(N=C12)N(C(N3CC)=O)CCN3CCN(CC3)C3=C(C=C(C=C3)F)F)C=3OC=CC3